tert-Butyl 4-((4-(1-(4-methoxycyclohexyl)-1H-pyrazol-4-yl)-5-(trifluoromethyl)pyrimidin-2-yl)amino)piperidine-1-carboxylate COC1CCC(CC1)N1N=CC(=C1)C1=NC(=NC=C1C(F)(F)F)NC1CCN(CC1)C(=O)OC(C)(C)C